P(=O)(O)(O)OCC(COC(C)=O)(COC(C)=O)CO pentaerythritol diacetate Phosphate